Methyl 5-(trifluoromethyl)-4,5,6,7-tetrahydrotriazolo[1,5-a]pyridine-3-carboxylate FC(C1CC=2N(CC1)N=NC2C(=O)OC)(F)F